N[C@@H]1CC[C@H](CC1)NC=1C=CC2=C(\C(\C(C=3C(=NC=NC23)N)(C)C)=N/OC)C1 (6Z)-N8-(trans-4-aminocyclohexyl)-6-methoxyimino-5,5-dimethyl-benzo[h]quinazoline-4,8-diamine